ClC=1C=2C(N=C3N(C2C=CC1)C1=CC(=CC=C1C3(C)C)C3CCN(CC3)CC3COC1(CN(C1)C1=CC(=C(C(=C1)F)N1C(CCCC1=O)=O)F)CC3)=O (4-(7-((4-(4-chloro-7,7-dimethyl-5-oxo-5,7-dihydroindolo[1,2-a]quinazolin-10-yl)piperidin-1-yl)methyl)-5-oxa-2-azaspiro[3.5]nonan-2-yl)-2,6-difluorophenyl)piperidine-2,6-dione